lithium 2,2-diethylmalonate C(C)C(C(=O)[O-])(C(=O)[O-])CC.[Li+].[Li+]